N-(2-aminophenyl)-4-(3-((6-(6-methoxypyridin-3-yl)-4-methylquinazolin-8-yl)oxy)propyl)benzamide NC1=C(C=CC=C1)NC(C1=CC=C(C=C1)CCCOC=1C=C(C=C2C(=NC=NC12)C)C=1C=NC(=CC1)OC)=O